COC=1N=C2C(=CC=NC2=CC1OC)OC1=C(C=C(C=C1)NC(=O)C1=CN(C=C(C1=O)C1=CC(=CC=C1)F)C)F N-[4-[(6,7-dimethoxy-1,5-naphthyridin-4-yl)oxy]-3-fluorophenyl]-5-(3-fluorophenyl)-1-methyl-4-oxopyridine-3-carboxamide